ClC=1C=C(C[C@@H](C(=O)NO)CCCCN[C@H](C(C)C)C2=NC=C(C=C2)F)C=C(C1F)Cl (S)-2-(3,5-dichloro-4-fluorobenzyl)-6-(((R)-1-(5-fluoropyridin-2-yl)-2-methylpropyl)amino)-N-hydroxyhexanamide